3,4,4-trifluorobut-3-en-1-yl 2-methyl-2-(4-methyl-1H-pyrazol-1-yl)propanoate CC(C(=O)OCCC(=C(F)F)F)(C)N1N=CC(=C1)C